FC1=C(C=C(C=C1)F)C1=CC=CC=C1 2,5-difluoro-[1,1'-biphenyl]